C(#N)C=1C=C(C=C(C1)F)C=1OC(=CN1)C(=O)OCC Ethyl 2-(3-cyano-5-fluoro-phenyl)oxazole-5-carboxylate